(5-(((tert-Butyldimethylsilyl)oxy)methyl)-1,3,4-oxadiazol-2-yl)methanol [Si](C)(C)(C(C)(C)C)OCC1=NN=C(O1)CO